Proline-13C5 N1[13C@@H]([13CH2][13CH2][13CH2]1)[13C](=O)O